ClC=1C(=CC(=NC1)C(=O)NC12CC(C1)(C2)NC(COC2=CC(=C(C=C2)Cl)F)=O)C 5-chloro-N-{3-[2-(4-chloro-3-fluorophenoxy)acetamido]bicyclo[1.1.1]pent-1-yl}-4-methylpyridine-2-carboxamide